3,3-difluoro-N-methoxy-N-methylcyclobutane-1-carboxamide FC1(CC(C1)C(=O)N(C)OC)F